FC=1C(=NC(=NC1)N1CCC(CC1)C(=O)N1OCC[C@H]1C=1C=NC(=CC1)C)N1C(C2(CC2)CC1)=O 5-[5-fluoro-2-[4-[(3S)-3-(6-methylpyridin-3-yl)-1,2-oxazolidine-2-carbonyl]piperidin-1-yl]pyrimidin-4-yl]-5-azaspiro[2.4]heptan-4-one